ClC1=C(C(=C(C=C1OC)OC)Cl)C=1C=2N(C3=CC(=NC=C3C1)C=1C(=CC(=C(C1)NC(C=C)=O)N1CC3(COC3)CC1)OC)C=CN2 N-(5-(4-(2,6-dichloro-3,5-dimethoxyphenyl)imidazo[1,2-a][1,6]naphthyridin-8-yl)-4-methoxy-2-(2-oxa-6-azaspiro[3.4]octan-6-yl)phenyl)acrylamide